N1=C2C(=CC=C1C(C)N1C[C@@H](N(C[C@H]1CC)C=1C=3C(N(C(C1)=O)C)=CN(N3)CC#N)CC)CCC2 2-(7-((2S,5R)-4-(1-(6,7-dihydro-5H-cyclopenta[b]pyridin-2-yl)ethyl)-2,5-diethylpiperazin-1-yl)-4-methyl-5-oxo-4,5-dihydro-2H-pyrazolo[4,3-b]pyridin-2-yl)acetonitrile